5,7-dihydro-4H-benzothiophen S1C=CC2=C1CCCC2